C(C)N1C=C(C(C2=CC(=C(N=C12)N1CCN(CC1)C)F)=O)C(C=CC1=CC=C(C=C1)C)=O 1-ethyl-6-fluoro-7-(4-methylpiperazin-1-yl)-3-(4-methylcinnamoyl)-[1,8]naphthyridin-4(1H)-one